FC=1C=C2C(N(C=3N(C2=CC1)C(NN3)=S)CCCNC(=O)C3N(CCCC3)C(=O)OC(C)(C)C)=O tert-Butyl 2-((3-(7-fluoro-5-oxo-1-thioxo-1,2-dihydro-[1,2,4]triazolo[4,3-a]quinazolin-4(5H)-yl)propyl)carbamoyl)piperidine-1-carboxylate